CC1=C(C(=O)N[C@H](C)C2=CC(=CC=C2)C=2C(=NN(C2C)C)C)C=C(C=C1)N1CCN(CC1)C 2-Methyl-5-(4-methylpiperazin-1-yl)-N-[(1R)-1-[3-(1,3,5-trimethylpyrazol-4-yl)phenyl]ethyl]benzamide